C(\C=C\C(=O)[O-])(=O)[O-].[Na+].[Na+].C1(CC1)C1=CC(=NN1)NC1=NC(=NC2=CC(=CC=C12)F)N[C@@H](CO)C1=CC=C(C=C1)F (2R)-2-({4-[(5-cyclopropyl-1H-pyrazol-3-yl)amino]-7-fluoroquinazolin-2-yl}amino)-2-(4-fluorophenyl)ethanol disodium fumarate